(1R,4s)-4-(2-Fluoro-4-methoxy-5-(((3S*,4R*)-4-((3-((trifluoromethyl)sulfonyl)phenyl)carbamoyl)tetrahydrofuran-3-yl)carbamoyl)phenoxy)-1-methylcyclohexane-1-carboxylic acid FC1=C(OC2CCC(CC2)(C(=O)O)C)C=C(C(=C1)OC)C(N[C@@H]1COC[C@@H]1C(NC1=CC(=CC=C1)S(=O)(=O)C(F)(F)F)=O)=O |o1:22,26|